1-(3-glycidoxypropyl)-5-norbornanyl-1,1,3,3,5,5-hexamethyltrisiloxane C(C1CO1)OCCC[Si](O[Si](O[Si](C)(C)C12CCC(CC1)C2)(C)C)(C)C